O1[C@@H](CC1)CN1C=NC2=C1C=C(C=C2)C(=O)O 1-(((S)-oxetan-2-yl)methyl)-1H-benzo[d]imidazole-6-formic acid